2-(N-methyl-2,2-diphenylacetamido)-5-(2,3,4,5-tetrahydro-1H-benzo[b]azepin-1-yl)benzoic acid methyl ester COC(C1=C(C=CC(=C1)N1C2=C(CCCC1)C=CC=C2)N(C(C(C2=CC=CC=C2)C2=CC=CC=C2)=O)C)=O